NC1=NNC2=C1C(=NC=C2C2=NC1=CN=CC=C1C=C2)C2=CC=C(CNC(C1=C(C=CC(=C1)F)OC)=O)C=C2 N-(4-(3-amino-7-(1,7-naphthyridin-2-yl)-1H-pyrazolo[4,3-c]pyridin-4-yl)benzyl)-5-fluoro-2-methoxybenzamide